1-methyl-4-[2-(methylsulfanyl)-7-oxo-5-[2-(triisopropylsilyl)ethynyl]pyrido[2,3-d]pyrimidin-8-yl]pyrrolidin-2-one CN1C(CC(C1)N1C(C=C(C2=C1N=C(N=C2)SC)C#C[Si](C(C)C)(C(C)C)C(C)C)=O)=O